iodo-2-(2-nitro-4-(trifluoromethyl)phenoxy)benzene IC1=C(C=CC=C1)OC1=C(C=C(C=C1)C(F)(F)F)[N+](=O)[O-]